CC1=C(C2=C(N=CO2)C(=C1)C=1C=NC(=CC1)OC(F)(F)F)C(=O)OCC ethyl 6-methyl-4-(6-(trifluoromethoxy)pyridin-3-yl)benzo[d]oxazole-7-carboxylate